4-(Acetylamino)-N-(2-aminophenyl)benzamid C(C)(=O)NC1=CC=C(C(=O)NC2=C(C=CC=C2)N)C=C1